N-(4-Fluorophenyl)-6-morpholin-4-yl-N1-m-tolyl-[1,3,5]triazine-2,4-diamine hydrochloride Cl.FC1=CC=C(C=C1)NC1N(C(=NC(=N1)N)N1CCOCC1)C=1C=C(C=CC1)C